N1=CC(N2C1=CNC1=C2COC=2C=CC=CC21)=O 5,11-dihydro-3H-chromeno[4,3-e]imidazo[1,2-a]pyrazine-3-On